2,5,6,7-tetrahydro-4H-pyrazolo[4,3-c]pyridin N=1NC=C2CNCCC21